N1(CCCCC1)C=1C=C(C(=O)N)C=CC1 3-(piperidin-1-yl)benzamide